C1(CC1)N1N=C(C(=C1)C=1C(=C(C(=CC1)O)N1CC(NS1(=O)=O)=O)F)F 5-(3-(1-cyclopropyl-3-fluoro-1H-pyrazol-4-yl)-2-fluoro-6-hydroxyphenyl)-1,2,5-thiadiazolidin-3-one 1,1-dioxide